OCCN1CCN(CC1)C=1C=CC(=C(C(=O)N[C@H](C)C2=CC(=C(C=C2)OC)C=2C=NN(C2)C)C1)C 5-[4-(2-hydroxyethyl)piperazin-1-yl]-N-[(1R)-1-[4-methoxy-3-(1-methylpyrazol-4-yl)phenyl]ethyl]-2-methyl-benzamide